(3-bromoimidazo[1,2-a]pyridin-6-yl)-N-methylacetamide BrC1=CN=C2N1C=C(C=C2)CC(=O)NC